(rac)-((1s,3s)-3-Hydroxy-3-methylcyclobutyl)(6-(4-isopropylbenzyl)-2-azaspiro[3.4]octan-2-yl)methanon OC1(CC(C1)C(=O)N1CC2(C1)C[C@H](CC2)CC2=CC=C(C=C2)C(C)C)C |r|